ClC=1C(=C(C=CC1)NC(=O)C1=CC(=CC=2NC(=NC21)N2C[C@H](CC2)O)NC(=O)C2=C(C=CC=C2)C(F)(F)F)C 4-N-(3-chloro-2-methylphenyl)-2-[(3S)-3-hydroxypyrrolidin-1-yl]-6-({[2-(trifluoromethyl)phenyl]carbonyl}amino)-1H-benzimidazole-4-carboxamide